Methyl {8-fluoro-2-[4-(4-fluorophenyl)-1-piperazinyl]-3-[6-methoxy-3-chlorophenyl]-3,4-dihydro-4-quinazolinyl}acetate FC=1C=CC=C2C(N(C(=NC12)N1CCN(CC1)C1=CC=C(C=C1)F)C1=CC(=CC=C1OC)Cl)CC(=O)OC